5-glucosyl-fructose C1([C@H](O)[C@@H](O)[C@H](O)[C@H](O1)CO)[C@@]([C@H]([C@@H](C(CO)=O)O)O)(O)CO